C(CCCCCCCCCCC)C1OCC(O1)COC(=O)NCCCS(=O)(=O)[O-].[Na].N1=C(C=CC=C1)C[N+]1=CN([C@H]2[C@H](O)[C@H](O)[C@@H](CO)O2)C=2N=C(NC(C12)=O)N N7-(pyridin-2-ylmethyl)guanosine Sodium 3-((((2-dodecyl-1,3-dioxolan-4-yl)methoxy)carbonyl)amino)propane-1-sulfonate